[methylenebis(2,6-diethyl-4,1-phenylene)]bis-[cyclohexanecarboxamide] C(C1=CC(=C(C(=C1)CC)C1(CCCCC1)C(=O)N)CC)C1=CC(=C(C(=C1)CC)C1(CCCCC1)C(=O)N)CC